methyl (3R)-3-t-butoxycarbonylamino-4-bromo-butanoate C(C)(C)(C)OC(=O)N[C@H](CC(=O)OC)CBr